tert-butyl (3S)-4-[2-[3-[2-[2-(2,6-dioxo-3-piperidyl)-1,3-dioxo-isoindolin-5-yl]oxyethoxy]azetidin-1-yl]ethyl]-3-methyl-piperazine-1-carboxylate O=C1NC(CCC1N1C(C2=CC=C(C=C2C1=O)OCCOC1CN(C1)CCN1[C@H](CN(CC1)C(=O)OC(C)(C)C)C)=O)=O